COC=1C=C2C(=CC=NC2=CC1OC)OC1=C(C=C(C=C1)NC(=O)C1=C2C(=CN(C1=O)C1=CC=CC=C1)CCO2)F N-(4-((6,7-dimethoxyquinolin-4-yl)oxy)-3-fluorophenyl)-6-oxo-5-phenyl-2,3,5,6-tetrahydrofuro[3,2-c]pyridine-7-carboxamide